[N+](=O)([O-])C1=C(C=C(C(=O)OC)C=C1)OC1COC1 methyl 4-nitro-3-(oxetan-3-yloxy)benzoate